[Na].[Hg]=O mercuric oxide sodium salt